5-chloro-1-(2,2-difluoroethyl)-1H-pyrazole-4-carboxylic acid ClC1=C(C=NN1CC(F)F)C(=O)O